[Cl-].[Cl-].C1(=CC=C(C=C1)C(=[Zr+2](C1(C(C(C(C2(C3C(=C4C=5C=CC=CC5CC4=C21)C=CCC3)C)(C)C)(C)C)(C)C)C)C3C=CC=C3)C3=CC(=CC=C3)C(F)(F)F)C (p-tolyl)(m-trifluoromethyl-phenyl)methylene(cyclopentadienyl)(octamethyloctahydrodibenzofluorenyl)zirconium dichloride